CCCCCCCCCCCCC(CCCCCCCCCCCC)=O Pentacosan-13-One